rel-N6-[(2S)-2-amino-2-phenyl-propyl]-1-methyl-N4-[6-(trifluoromethyl)-3-pyridyl]pyrazolo[3,4-d]pyrimidine-4,6-diamine N[C@@](CNC1=NC(=C2C(=N1)N(N=C2)C)NC=2C=NC(=CC2)C(F)(F)F)(C)C2=CC=CC=C2 |o1:1|